C(C)(C)(C)OC(=O)C1=CC=C(C(=O)N2C(CN(CC2)C(=O)O)C)C=C1.ClC1=CC=C(C=C1)S(=O)(=O)NC1=CC=C(C=C1)C(\C=C\C1=C(C=CC(=C1)OC)OC)=O (E)-4-chloro-N-(4-(3-(2,5-dimethoxyphenyl)acryloyl)phenyl)benzenesulfonamide 4-{4-[(tert-butoxy)carbonyl]benzoyl}-3-methylpiperazine-1-carboxylate